FC1=C(C=CC(=C1)C(F)(F)F)C1=NC(=CC2=C1N=C(N(C2=O)C)C)[C@@H]2C[C@@H](OCC2)C2=CC(=NC=C2)C 8-(2-fluoro-4-(trifluoromethyl)phenyl)-2,3-dimethyl-6-((2R,4S)-2-(2-methylpyridin-4-yl)tetrahydro-2H-pyran-4-yl)pyrido[3,4-d]pyrimidin-4(3H)-one